4-[cyclopropyl-[4-(5,6,7,8-tetrahydro-1,8-naphthyridin-2-yl)butyl]amino]-2-[(3-methoxy-2,2-dimethyl-propanoyl)amino]butanoic acid C1(CC1)N(CCC(C(=O)O)NC(C(COC)(C)C)=O)CCCCC1=NC=2NCCCC2C=C1